2-methyl-1-(4-methylthiophenyl)-2-morpholinopropane CC(CC1=CC=C(C=C1)SC)(C)N1CCOCC1